C(OCC1=CC=C(C=C1)NC([C@H](CCCNC(=O)N)NC([C@H](C(C)C)NC(CCOCCN1C(C=CC1=O)=O)=O)=O)=O)(OC1=CC=C(C=C1)[N+](=O)[O-])=O 4-((S)-2-((S)-2-(3-(2-(2,5-dioxo-2,5-dihydro-1H-pyrrol-1-yl)ethoxy)propanamido)-3-methylbutanamido)-5-ureidopentanamido)benzyl (4-nitrophenyl) carbonate